O1CCC(CC1)N1C=C(C=2C1=CN=CC2)C2=NC(=NC=C2)C#CC2CCOCC2 1-(tetrahydro-2H-pyran-4-yl)-3-(2-((tetrahydro-2H-pyran-4-yl)ethynyl)pyrimidin-4-yl)-1H-pyrrolo[2,3-c]pyridine